1-benzhydryl-N-(cyclopropylmethyl)-3-ethylazetidin-3-amine C(C1=CC=CC=C1)(C1=CC=CC=C1)N1CC(C1)(NCC1CC1)CC